(R)-propylene glycol hydrate O.C([C@@H](C)O)O